(R)-6-Ethyl-5-(8-methoxy-[1,2,4]triazolo[1,5-a]pyridin-6-yl)-1-(1-(3,3,3-trifluoropropyl)piperidin-3-yl)-1,3-dihydro-2H-benzo[d]imidazol-2-on C(C)C=1C(=CC2=C(N(C(N2)=O)[C@H]2CN(CCC2)CCC(F)(F)F)C1)C=1C=C(C=2N(C1)N=CN2)OC